C1(CCCC1)OC1=C(C=CC(=N1)C1=CN=C(S1)NC1=NC=C(C=N1)CN1CCN(CC1)CC)F N-{5-[6-(cyclopentyloxy)-5-fluoropyridin-2-yl]-1,3-thiazol-2-yl}-5-[(4-ethylpiperazin-1-yl)-methyl]pyrimidin-2-amine